(R)-N-(2-(4-propylpiperazin-1-yl)ethyl)-N-(1-(4-methoxyphenyl)ethyl)-3,3-diphenylprop-2-en-1-amine C(CC)N1CCN(CC1)CCN(CC=C(C1=CC=CC=C1)C1=CC=CC=C1)[C@H](C)C1=CC=C(C=C1)OC